7-bromo-6-fluoro-2-methyl-1,2,3,4-tetrahydroisoquinoline BrC1=C(C=C2CCN(CC2=C1)C)F